(S)-1-Acetyl-N-(1-(4-bromophenyl)-2,2,2-trifluoroethyl)-N,3-dimethylazetidine-3-carboxamide C(C)(=O)N1CC(C1)(C(=O)N(C)[C@H](C(F)(F)F)C1=CC=C(C=C1)Br)C